FC1=C(C(=CC=C1NS(=O)(=O)N1C[C@@H](CC1)F)F)C1=CC2=C(N=C(N=C2)S(=O)(=O)C)N(C1=O)CCOCCOCCNC(OC(C)(C)C)=O tert-Butyl N-[2-[2-[2-[6-[2,6-difluoro-3-[[(3R)-3-fluoropyrrolidin-1-yl]sulfonylamino]phenyl]-2-methylsulfonyl-7-oxopyrido[2,3-d]pyrimidin-8-yl]ethoxy]ethoxy]ethyl]carbamate